BrC1=CC=C(OC2=CN=C(S2)C2(CC(C2)OC)C(=O)N)C=C1 (5-(4-bromophenoxy)thiazol-2-yl)-3-methoxycyclobutane-1-carboxamide